C1(CCC1)C1=NC2=CC=C(C=C2C(=N1)N1CCC(CC1)C1=C(C=CC=C1)OC)N(CCO)C 2-({2-cyclobutyl-4-[4-(2-methoxy-phenyl)-piperidin-1-yl]-quinazolin-6-yl}-methyl-amino)-ethanol